7-(1-(4-((2-(2,6-dioxopiperidin-3-yl)-1-oxoisoindoline-4-yl)thio)butanoyl)piperidine-4-yl)-2-(4-phenoxyphenyl)-4,5,6,7-tetrahydropyrazolo[1,5-a]pyrimidine-3-carboxamide O=C1NC(CCC1N1C(C2=CC=CC(=C2C1)SCCCC(=O)N1CCC(CC1)C1CCNC=2N1N=C(C2C(=O)N)C2=CC=C(C=C2)OC2=CC=CC=C2)=O)=O